1-[3-ethylsulfonyl-2-[1-(2,2,3,3,3-pentafluoro-propyl)pyrazolo[3,4-c]pyridin-5-yl]indazol-5-yl]cyclopropanecarbonitrile C(C)S(=O)(=O)C=1N(N=C2C=CC(=CC12)C1(CC1)C#N)C=1C=C2C(=CN1)N(N=C2)CC(C(F)(F)F)(F)F